FC1=CC(=C2N=C3C(=NC2=C1)C(CC3)=CC=3C=NN(C3)C)[C@@H](C)N (R)-1-(7-fluoro-1-((1-methyl-1H-pyrazol-4-yl)methylene)-2,3-dihydro-1H-cyclopenta[b]quinoxalin-5-yl)ethan-1-amine